N4-(2,3-dimethyl-4-([1,2,4]triazolo[4,3-c]pyrimidin-7-yloxy)phenyl)-N6-(4,4-dimethyl-4,5-dihydrooxazol-2-yl)quinazolin-4,6-diamine CC1=C(C=CC(=C1C)OC1=CC=2N(C=N1)C=NN2)NC2=NC=NC1=CC=C(C=C21)NC=2OCC(N2)(C)C